NC(=N)NC(=N)N.OC=1C(=C(C(=C(C1[N+](=O)[O-])O)[N+](=O)[O-])F)[N+](=O)[O-] 3,5-dihydroxy-2,4,6-trinitrofluorobenzene biguanide salt